ClC1=NC=NC(=C1C#N)NC1=CC2=C(N(C(N2CCC(C)(C)O)=O)C)C=C1 4-Chloro-6-((3-(3-hydroxy-3-methylbutyl)-1-methyl-2-oxo-2,3-dihydro-1H-benzo[d]imidazol-5-yl)amino)pyrimidine-5-Carbonitrile